methyl N-[(1S)-2-[[(1S)-2-(4-aminophenyl)-1-[2-(1H-imidazol-5-ylmethyl)thiazol-4-yl]ethyl]amino]-2-oxo-1-(4-pyridylmethyl)ethyl]-N-methyl-carbamate NC1=CC=C(C=C1)C[C@@H](C=1N=C(SC1)CC1=CN=CN1)NC([C@H](CC1=CC=NC=C1)N(C(OC)=O)C)=O